NC=1C2=C(N=CN1)N(C=C2F)[C@H]2C([C@@]1([C@H](O2)C([C@H](C1)F)CC1=CC=C2C=C(C(=NC2=C1)N)F)O)O (2R,3aS,5S,6aR)-2-(4-amino-5-fluoro-7H-pyrrolo[2,3-d]pyrimidin-7-yl)-6-[(2-amino-3-fluoroquinolin-7-yl)methyl]-5-fluorohexahydro-3aH-cyclopenta[b]furan-3,3a-diol